CN[C@@H](CC1=CC=NC=C1)C(=O)O L-N-methyl-3-(4-pyridyl)-alanine